butyl 2-(N,N-bis(4-methoxybenzyl)sulfamoyl)propionate COC1=CC=C(CN(S(=O)(=O)C(C(=O)OCCCC)C)CC2=CC=C(C=C2)OC)C=C1